2-hydroxy-3-[4-hydroxy-2-[(4-hydroxy-3-methoxyphenyl)methyl]-5-methoxyphenyl]-4-(hydroxymethyl)cyclopent-2-en-1-one OC=1C(CC(C1C1=C(C=C(C(=C1)OC)O)CC1=CC(=C(C=C1)O)OC)CO)=O